S-(tert-butoxymethyl) thiobenzoate C(C1=CC=CC=C1)(=O)SCOC(C)(C)C